OC=1C=C2C=3C(=CC(=CC3C=CC2=CC1C)C)C 6-hydroxy-2,4,7-trimethylphenanthrene